C(C)(C)(C)OC(=O)N1C[C@@H](CC1)C(NC1=NN(C2=CC=C(C=C12)C1=C(C=CC(=C1)C(=O)OC)Cl)C(C1=CC=CC=C1)(C1=CC=CC=C1)C1=CC=CC=C1)=O (3R)-3-({5-[2-chloro-5-(methoxycarbonyl)phenyl]-1-trityl-1H-indazol-3-yl}carbamoyl)pyrrolidine-1-carboxylic acid tert-butyl ester